N-(1-(4-fluorophenyl)ethyl)formamide FC1=CC=C(C=C1)C(C)NC=O